4-(6-aminopyridin-3-yl)-1H-pyrazole-1-carboxylic acid tert-butyl ester C(C)(C)(C)OC(=O)N1N=CC(=C1)C=1C=NC(=CC1)N